tert-Butyl (1R,4R)-5-(4-(1,4-dimethyl-2-(4-(methylsulfonyl)phenyl)-1H-pyrrolo[3,2-c]pyridin-6-yl)benzyl)-2,5-diazabicyclo[2.2.2]octane-2-carboxylate CN1C(=CC=2C(=NC(=CC21)C2=CC=C(CN1[C@H]3CN([C@@H](C1)CC3)C(=O)OC(C)(C)C)C=C2)C)C2=CC=C(C=C2)S(=O)(=O)C